(2R)-4-[5-chloro-3-(morpholin-4-yl)pyridin-2-yl]but-3-yn-2-ol ClC=1C=C(C(=NC1)C#C[C@@H](C)O)N1CCOCC1